4-(dimethylamino)benzaldehyde diphenylhydrazone C1(=CC=CC=C1)N(N=CC1=CC=C(C=C1)N(C)C)C1=CC=CC=C1